N-((6-chloropyridazin-3-yl)methyl)-1-(oxetan-3-yl)-1H-1,2,3-triazole-4-carboxamide ClC1=CC=C(N=N1)CNC(=O)C=1N=NN(C1)C1COC1